C(C)(C)C=1C(C=2C=CC=C(C2C1)C=1C=2C=C(C(C2C=CC1)[Si](C1C(=C(C(=C1C)C)C)C)(C)C)C)[Si](C1C(=C(C(=C1C)C)C)C)(C)C (2-isopropyl-2'-methyl-1H,1'H-[4,4'-biindene]-1,1'-diyl)bis(dimethyl-(2,3,4,5-tetramethylcyclopenta-2,4-dien-1-yl)silane)